C(C)C1=CC=C(CN2C(=NC3=C(C2=O)CN(CC3)C(=O)OCC3=CC=CC=C3)NCCCO)C=C1 benzyl 3-(4-ethylbenzyl)-2-((3-hydroxypropyl) amino)-4-oxo-3,5,7,8-tetrahydropyrido[4,3-d]pyrimidine-6(4H)-carboxylate